O.CN1N(C(C(=C1C)N(C)CS(=O)(=O)[O-])=O)C1=CC=CC=C1.[Na+] Natrium [(1,5-Dimethyl-3-oxo-2-phenylpyrazol-4-yl)-methylamino]methansulfonat monohydrat